1,4-bis(5-amino-2-benzoAzolyl)benzene NC=1C=CC2=C(C=C(N2)C2=CC=C(C=C2)C=2NC3=C(C2)C=C(C=C3)N)C1